N-(4-(4-(((1-cyanocyclopropyl)methyl)sulfonamido)-2-ethylphenyl)-1H-pyrrolo[2,3-b]pyridin-6-yl)cyclopropylcarboxamide C(#N)C1(CC1)CS(=O)(=O)NC1=CC(=C(C=C1)C1=C2C(=NC(=C1)NC(=O)C1CC1)NC=C2)CC